Cyanochloride C(#N)Cl